2-chloro-1-(4-(4-fluorobenzyl)-2-(fluoromethyl)-8,8-dimethyl-7,8-dihydro-6H-imidazo[1,2-a]pyrrolo[2,3-e]pyridin-6-yl)ethan-1-one ClCC(=O)N1CC(C2=C1C=C(C=1N2C=C(N1)CF)CC1=CC=C(C=C1)F)(C)C